FC1=C(C(=C(C=C1F)F)F)S(=O)(=O)N(CC(=O)OC(C)(C)C)CC=1C=NC=CC1C(F)(F)F tert-butyl N-((2,3,5,6-tetrafluorophenyl)sulfonyl)-N-((4-(trifluoromethyl)pyridin-3-yl)methyl)glycinate